7-(7-(1-ethyl-1H-pyrazol-4-yl)-5-p-toluenesulfonyl-5H-pyrrolo[2,3-b]pyrazin-2-yl)-2,5-dimethyl-1,2,3,4-tetrahydroisoquinoline C(C)N1N=CC(=C1)C1=CN(C2=NC=C(N=C21)C2=CC(=C1CCN(CC1=C2)C)C)S(=O)(=O)C2=CC=C(C)C=C2